C(C)C1=NN(C(=C1)O)C1CCCC1 ethyl-5-hydroxy-1-cyclopentyl-1H-pyrazole